NC1=C2C(=NC=C1)C(N(C2C2=C(C(=CC=C2)F)F)CC2=C(C=C(C=C2)OC)OC)=O 4-amino-5-(2,3-difluorophenyl)-6-(2,4-dimethoxybenzyl)-5,6-dihydro-7H-pyrrolo[3,4-b]Pyridin-7-one